CN(C(=O)C1=CC=CC=C1)C (dimethylcarbamoyl)benzene